BrC1=CC=C(C=C1)CC(=O)NC1=CC(=C(C(=C1)Cl)C1=CC=C(C=C1)S(=O)(=O)C)Cl 2-(4-bromophenyl)-N-(2,6-dichloro-4'-(methylsulfonyl)-[1,1'-biphenyl]-4-yl)acetamide